C(C)(=O)[O-].C(C)(=O)O[Pd]OC(C)=O.[Pd+2].C(C)(=O)[O-] Palladium (II) diacetoxypalladium acetate